[benzyl(7-carboxyheptyl)amino]octanoic acid C(C1=CC=CC=C1)N(CCCCCCCC(=O)O)C(C(=O)O)CCCCCC